(2S,4R)-4-hydroxy-1-(3-methyl-2-(3-(2-oxoethoxy)isoxazol-5-yl)butanoyl)-N-((S)-1-(4-(4-methylthiazol-5-yl)phenyl)ethyl)pyrrolidine-2-carboxamide O[C@@H]1C[C@H](N(C1)C(C(C(C)C)C1=CC(=NO1)OCC=O)=O)C(=O)N[C@@H](C)C1=CC=C(C=C1)C1=C(N=CS1)C